CN(S(=O)(=O)C1=CC=C(C=C1)S(=O)(=O)NC1=C(C(=CC=C1)C)N(C(OC(C)(C)C)=O)C)C Tert-butyl (2-((4-(N,N-dimethylsulfamoyl)phenyl)sulfonamido)-6-methylphenyl)(methyl)carbamate